7-((2-(2,6-dioxopiperidin-3-yl)-1,3-dioxoisoindolin-5-yl)amino)heptanoic acid O=C1NC(CCC1N1C(C2=CC=C(C=C2C1=O)NCCCCCCC(=O)O)=O)=O